5-oxo-5-((6-(6-(pyridin-2-yl)-1,2,4,5-tetrazin-3-yl)pyridin-3-yl)amino)pentanoic acid O=C(CCCC(=O)O)NC=1C=NC(=CC1)C=1N=NC(=NN1)C1=NC=CC=C1